C12N(CCCC2C1)C=1C2=C(N=C(N1)OCC13CCCN3CCC1)C(=C(N=C2)C2=CC=CC1=CC=CC(=C21)F)F 4-(2-azabicyclo[4.1.0]heptan-2-yl)-8-fluoro-7-(8-fluoronaphthalen-1-yl)-2-((hexahydro-1H-pyrrolizin-7a-yl)methoxy)pyrido[4,3-d]pyrimidine